(S)-2-(methylamino)-N-(2-(4'-(trifluoromethoxy)[1,1'-biphenyl]-4-yl)ethyl)butanamide hydrochloride Cl.CN[C@H](C(=O)NCCC1=CC=C(C=C1)C1=CC=C(C=C1)OC(F)(F)F)CC